N=1N2C(=C(C1)S(=O)(=O)N1CCC(CC1)C=1C(=CC=3N(N1)N=CN3)C)CCC2 6-(1-((5,6-dihydro-4H-pyrrolo[1,2-b]pyrazol-3-yl)sulfonyl)piperidin-4-yl)-7-methyl-[1,2,4]triazolo[1,5-b]pyridazine